tert-butyl (R)-7-(2,2-dimethyl-3-((3-(trifluoromethyl)pyridin-2-yl)oxy)propanamido)-5-azaspiro[2.4]heptane-5-carboxylate CC(C(=O)N[C@H]1CN(CC12CC2)C(=O)OC(C)(C)C)(COC2=NC=CC=C2C(F)(F)F)C